C(C)(C)(C)OC(=O)N1C[C@H](CCC1)C1=CC(=C2C=C(NC2=C1F)C(=O)O)Cl (R)-6-(1-(tert-butoxycarbonyl)piperidin-3-yl)-4-chloro-7-fluoro-1H-indole-2-carboxylic acid